tert-butyl 6-formyl-3,4-dihydroisoquinoline-2(1H)-carboxylate C(=O)C=1C=C2CCN(CC2=CC1)C(=O)OC(C)(C)C